6-(3-isopropyl-5-(piperidin-4-yl)-1H-indol-2-yl)-8-methyl-[1,2,4]triazolo[1,5-b]pyridazine C(C)(C)C1=C(NC2=CC=C(C=C12)C1CCNCC1)C=1C=C(C=2N(N1)N=CN2)C